FC(C=1OC(=NN1)C1=CC=C(C=C1)CN1N=NC(=C1)C1=CC(=CC=C1)C1CN(C1)CC)F 2-(difluoromethyl)-5-(4-((4-(3-(1-ethylazetidin-3-yl)phenyl)-1H-1,2,3-triazol-1-yl)methyl)phenyl)-1,3,4-oxadiazole